C(C)C(C(C)C)CC[C@@H](C)[C@H]1CC[C@H]2[C@@H]3CC=C4C[C@@H](O)CC[C@]4(C)[C@H]3CC[C@]12C 24α-ethyl-cholesterol